NCCCCC(=O)OC(C)(C)C tert-butyl 5-aminopentanoate